COC(=O)C=1C(=NC(=CC1)C(N)=O)C1=NC2=C(N1C)C=CC(=C2)SC(F)(F)F 6-carbamoyl-2-[1-methyl-5-(trifluoromethylthio)benzimidazol-2-yl]pyridine-3-carboxylic acid methyl ester